FC(COC1=CC=C(C=N1)N1CCNCC1)F 1-(6-(2,2-Difluoroethoxy)pyridin-3-yl)piperazine